BrC=1C=C(C=CC1)CN1C(N(C(CC1)=O)CC1=CC=C(C=C1)OC)=O 1-[(3-bromophenyl)methyl]-3-[(4-methoxyphenyl)methyl]hexa-hydropyrimidine-2,4-dione